Cl.N[C@H]1C[C@H](CCC1)O (1S,3R)-3-aminocyclohexan-1-ol hydrochloride